2-azidoethyl 4-methylbenzenesulfonate CC1=CC=C(C=C1)S(=O)(=O)OCCN=[N+]=[N-]